1,3-Bis(2,4-diaminophenoxy)propan NC1=C(OCCCOC2=C(C=C(C=C2)N)N)C=CC(=C1)N